ClCCNC(=O)N[C@H]1CN(CCC1)C(=O)OC(C)(C)C tert-butyl (3R)-3-{[(2-chloroethyl)carbamoyl]amino}piperidine-1-carboxylate